1,7-dimercapto-3,5-dioxaheptane SCCOCOCCS